C(C(C)C)(=O)OC=1C(=NC=CC1OC)C(N[C@H](C(=O)NN(C)C(C1=CC=C(C=C1)OC)C1=CC=C(C=C1)OC)C)=O (S)-2-((1-(2-(bis(4-methoxyphenyl)methyl)-2-methylhydrazineyl)-1-oxopropan-2-yl)carbamoyl)-4-methoxypyridin-3-yl isobutyrate